[C@H]12CN(C[C@H](CC1)N2)C2=NC(=NC1=CC(=CC=C21)C2=CC=CC1=CC=CC=C21)OC[C@H]2N(CCC2)C 4-((1R,5S)-3,8-diazabicyclo[3.2.1]octan-3-yl)-2-(((S)-1-methylpyrrolidin-2-yl)methoxy)-7-(naphthalen-1-yl)quinazoline